1-(2-Nitrophenoxy)octane [N+](=O)([O-])C1=C(OCCCCCCCC)C=CC=C1